ClC=1C=C(OC2=NC=C(C=N2)B(O)O)C=CC1 [2-(3-chlorophenoxy)pyrimidin-5-yl]boronic acid